N,1',3'-trimethyl-2-(2-(1-methyl-1H-imidazol-5-yl)quinolin-4-yl)-2'-oxo-2',3'-dihydro-1'H-[1,5'-bibenzo[d]imidazole]-5-carboxamide CNC(=O)C1=CC2=C(N(C(=N2)C2=CC(=NC3=CC=CC=C23)C2=CN=CN2C)C2=CC3=C(N(C(N3C)=O)C)C=C2)C=C1